4-[(7-ethyl-7-hydroxy-5,6-dihydrocyclopenta[b]pyridin-2-yl)amino]-2-[3-methyl-4-(1-methyl-4-piperidyl)anilino]pyrimidine-5-carbonitrile C(C)C1(CCC=2C1=NC(=CC2)NC2=NC(=NC=C2C#N)NC2=CC(=C(C=C2)C2CCN(CC2)C)C)O